(2-((tert-butyldimethylsilyl)oxy)ethyl)-8-fluoro-7-(7-fluoro-3-(methoxymethoxy)-8-((triisopropylsilyl)ethynyl)naphthalen-1-yl)-5-methoxy-2-(methylthio)pyrido[4,3-d]pyrimidin-4-amine [Si](C)(C)(C(C)(C)C)OCCNC=1C2=C(N=C(N1)SC)C(=C(N=C2OC)C2=CC(=CC1=CC=C(C(=C21)C#C[Si](C(C)C)(C(C)C)C(C)C)F)OCOC)F